F[C@@]1(C[C@H](N(C1)C(CNC(=O)C=1C=CC=2C(C3=CC=CC=C3C2C1)C)=O)C(=O)OCC1=CC=CC=C1)CF benzyl (2S,4R)-4-fluoro-4-(fluoromethyl)-1-((9-methyl-9H-fluorene-3-carbonyl)glycyl)pyrrolidine-2-carboxylate